5-methyl-4-[4-(1-methylethoxy) benzyl]-1-(1-methylethyl)-1H-pyrazol-3-yl 6-O-(ethoxycarbonyl)-β-D-glucopyranoside C(C)OC(=O)OC[C@@H]1[C@H]([C@@H]([C@H]([C@H](OC2=NN(C(=C2CC2=CC=C(C=C2)OC(C)C)C)C(C)C)O1)O)O)O